cis-N-(3-(4-chloro-2H-1,2,3-triazol-2-yl)-4-(trifluoromethyl)phenyl)-3-methyl-1-(5-methyl-1,3,4-oxadiazol-2-yl)-6-azabicyclo[3.1.1]heptane-6-carboxamide ClC1=NN(N=C1)C=1C=C(C=CC1C(F)(F)F)NC(=O)N1C2CC(CC1(C2)C=2OC(=NN2)C)C